2-(5-Amino-3-(3-methoxyphenyl)-1H-pyrazol-1-yl)acetic acid NC1=CC(=NN1CC(=O)O)C1=CC(=CC=C1)OC